N1(CCC1)C1=C(C(=NO1)C1=CC=C(C=C1)F)C(=O)NC=1C(=NC(=CC1)C=1C=NOC1)OC 5-(azetidin-1-yl)-3-(4-fluorophenyl)-N-(6-isoxazol-4-yl-2-methoxy-3-pyridinyl)isoxazole-4-carboxamide